C(C)C=1C(=C(OC1C(=O)[O-])C(=O)[O-])CC diethyl-2,5-furanedicarboxylate